C(CCCCCCCCCCC)OC([C@@H](NC(CCCCCCCCCCC)=O)CCC(=O)O)=O N-lauroyl-glutamic acid monolauryl ester